C(#N)C1=CC=C(C=C1)C(C=1C=CC(=C(C1)N1N=C(C=C1C(=O)N)C(F)(F)F)F)N(C)C1CC1 5-((4-cyanophenyl)(cyclopropyl-methylamino)methyl)-2-fluorophenyl-3-(trifluoromethyl)-1H-pyrazole-5-carboxamide